ClC1=C(C2=C(NC(O[C@@]23CN(CCC3)C(=O)C3=NN=C(N3)[C@H](CC)C3=CC=C(C=C3)F)=O)C=C1)F (R)-6-Chloro-5-fluoro-1'-(5-((R)-1-(4-fluorophenyl)propyl)-4H-1,2,4-triazole-3-carbonyl)spiro[benzo[d][1,3]oxazine-4,3'-piperidin]-2(1H)-one